FC1=CC=C(C=C1)[C@@H]1[C@H](NC(O1)=O)C=1C(=NC=C(C1)C#CC=1C=NC=CC1)F (4R,5R)-5-(4-fluorophenyl)-4-(2-fluoro-5-(3-pyridinylethynyl)-3-pyridinyl)-1,3-oxazolidin-2-one